5-(trifluoromethyl)-1H-indole FC(C=1C=C2C=CNC2=CC1)(F)F